ClC=1C=C(C=CC1N1CCN(CC1)CCO)NC1=NC=CC(=N1)NC1=C(C=C(C=C1)F)CC#N 2-(2-(2-(3-chloro-4-(4-(2-hydroxyethyl)piperazin-1-yl)phenylamino)pyrimidin-4-yl-amino)-5-fluorophenyl)acetonitrile